Cl.N1CCC(CC1)C1=CC=CC(=N1)OCN1N=CC2=CC=CC=C12 ((6-(piperidin-4-yl)pyridin-2-yloxy)methyl)-1H-indazole hydrochloride